2-{[(2,4-Dicyclopropylpyridin-3-yl)methyl]sulfanyl}-3H,5H,6H,7H-cyclopenta[d]pyrimidin-4-one C1(CC1)C1=NC=CC(=C1CSC=1NC(C2=C(N1)CCC2)=O)C2CC2